N-methoxy-N-methyl-2-[(3R)-3-methylmorpholin-4-yl]-8-{1-[(2R)-tetrahydro-2H-pyran-2-yl]-1H-pyrazol-5-yl}-1,7-naphthyridine-4-carboxamide CON(C(=O)C1=CC(=NC2=C(N=CC=C12)C1=CC=NN1[C@@H]1OCCCC1)N1[C@@H](COCC1)C)C